2-methyl-2-(4-((7-(8-methyl-2,3-dihydro-1H-pyrido[2,3-b][1,4]oxazin-7-yl)-5,6,7,8-tetrahydropyrido[3,4-d]pyrimidin-2-yl)amino)phenyl)propanenitrile CC(C#N)(C)C1=CC=C(C=C1)NC=1N=CC2=C(N1)CN(CC2)C2=C(C1=C(OCCN1)N=C2)C